C(C)OC1=CC(N(C=C1C=1C=NN(C1)CC1=CC=C(C=C1)C=1C=NN(C1)C)C)=O 4-ethoxy-1-methyl-5-{1-[4-(1-methyl-1H-pyrazol-4-yl)-benzyl]-1H-pyrazol-4-yl}-1H-pyridin-2-one